2-(2-fluoro-3-(trifluoromethyl)phenyl)-N-(5-fluoro-6-(4-(piperidin-3-yl)-1H-imidazol-1-yl)pyridin-3-yl)acetamide FC1=C(C=CC=C1C(F)(F)F)CC(=O)NC=1C=NC(=C(C1)F)N1C=NC(=C1)C1CNCCC1